[O-]C(=O)C1(O)C[C@H](O)[C@@H](N)[C@@H](O1)[C@H](O)[C@H](O)CO neuraminate